NC1=C(C=C(C(=O)OC)C=C1)NCC1=NN=CN1CC methyl 4-amino-3-(((4-ethyl-4H-1,2,4-triazol-3-yl)methyl)amino)benzoate